6-(trifluoromethyl)imidazo[1,2-a]Pyridine-8-amine FC(C=1C=C(C=2N(C1)C=CN2)N)(F)F